methoxycarbonylmethyl-uridine COC(=O)C[C@@]1([C@H](O)[C@H](O)[C@@H](CO)O1)N1C(=O)NC(=O)C=C1